N-(7-Chloroisoindolin-4-yl)-N-methyl-acrylamide TFA salt OC(=O)C(F)(F)F.ClC=1C=CC(=C2CNCC12)N(C(C=C)=O)C